C(#N)C=1NC2=CC=C(C=C2C1)C=O 2-cyano-5-formylindole